N1(CN(CN(C1)CCCN)CCCN)CCCN 1,3,5-triazin-1,3,5(2H,4H,6H)-tripropanamine